6-iodo-purine IC1=C2NC=NC2=NC=N1